O=C1CC2(C1)CC(C2)NC(OC(C)(C)C)=O tert-butyl N-(2-oxospiro[3.3]heptan-6-yl)carbamate